CC1=CC=C(C=C1)N(C1=CC=C(C=C1)C)C1=CC=C(C=C1)C tris(4-methylphenyl)amine